C1(CC1)S(=O)(=O)NC=1SC=C(N1)[C@@H](C(=O)NC1=CC=C(C=C1)C1=NC(=CN=C1)OCC)CC (S)-2-(2-(cyclopropanesulfonamido)thiazol-4-yl)-N-(4-(6-ethoxypyrazin-2-yl)phenyl)butanamide